COC1=NC=C(C2=C1N=C(S2)NC(=O)N2CCC(CC2)(C=2C=NC=CC2)O)C=2C=NN(C2)C 4'-Hydroxy-3',4',5',6'-tetrahydro-2'H-[3,4']bipyridinyl-1'-carboxylic acid [4-methoxy-7-(1-methyl-1H-pyrazol-4-yl)-thiazolo[4,5-c]pyridin-2-yl]-amide